[Cl-].[Cl-].[Cl-].C1(C=CC2=CC=CC=C12)[Ti+3] (indenyl)titanium trichloride